NCC1=CC=C(C=C1)CN1C=CC=2N=C(N=C(C21)NCCOCC)N 5-{[4-(Aminomethyl)phenyl]methyl}-N4-(2-ethoxyethyl)-5H-pyrrolo[3,2-d]pyrimidine-2,4-diamine